3-bromo-6-(oxiran-2-ylmethyl)-7,8-dihydro-1,6-naphthyridin-5(6H)-one BrC=1C=NC=2CCN(C(C2C1)=O)CC1OC1